5-(2-amino-[1,2,4]triazolo[1,5-a]pyridin-7-yl)-4-chloro-2-methylbenzoic acid NC1=NN2C(C=C(C=C2)C=2C(=CC(=C(C(=O)O)C2)C)Cl)=N1